FC=1C=CC2=C(C(=C(O2)[C@H](C(C)C)NC(=O)NC2=CC(=CC=C2)C2=NN=NN2C)C)C1 (S)-1-(1-(5-fluoro-3-methylbenzofuran-2-yl)-2-methylpropyl)-3-(3-(1-methyl-1H-tetrazol-5-yl)phenyl)urea